COC1=CN2C=C(C=C2C(=C1)OC)C=1SC=2N=C(SC2N1)OC 2-(6,8-dimethoxyindolizin-2-yl)-5-methoxythiazolo[5,4-d]Thiazole